2'-(4,5-Dimethyl-1H-imidazol-2-yl)-N-(3-(dimethylamino)propyl)-3,4'-bipyridin-5-carboxamid CC=1N=C(NC1C)C1=NC=CC(=C1)C=1C=NC=C(C1)C(=O)NCCCN(C)C